C1(CCCC1)CO cyclopentyl-methanol